OC[C@@H]1N(CCNC1)CCN(CCCCCCCC(=O)OC(CCCCCCCC)CCCCCCCC)CCCCCC(OCCCCCCCCCCC)=O 1-octylnonyl 8-[2-[(2R)-2-(hydroxymethyl) piperazin-1-yl] ethyl-(6-oxo-6-undecoxy-hexyl) amino]octanoate